OC(=O)C(F)(F)F.N1[C@@H](CCC1)C(=O)N1CCC2=C(C=CC=C12)C=1C=NNC1C(F)(F)F (S)-1-prolyl-4-(5-(trifluoromethyl)-1H-pyrazol-4-yl)indoline TFA salt